COC1=C(CN2CCN(CC2)C(=O)C(C#N)=CC(C)(C)C)C(=CC(=C1)C=1C2=C(C(N(C1)C)=O)C=CS2)OC 2-(4-(2,6-dimethoxy-4-(5-methyl-4-oxo-4,5-dihydrothieno[3,2-c]pyridin-7-yl)benzyl)piperazine-1-carbonyl)-4,4-dimethylpent-2-enenitrile